BrCC1=NC=CC=C1OC(F)F.[P].[Nb].[Cr] chromium-niobium phosphorus 2-(bromomethyl)-3-(difluoromethoxy)pyridine